IC=1C=CC(=NC1)N1C(N(N=C1)CC(F)(F)F)=O 4-(5-iodopyridin-2-yl)-2-(2,2,2-trifluoroethyl)-2,4-dihydro-3H-1,2,4-triazol-3-one